4-bromo-2,5-dimethoxyphenethylamine BrC1=CC(=C(CCN)C=C1OC)OC